Cl.COC=1C=C2C(=NC1)CC1(CCNCC1)C2N 3-methoxy-5,7-dihydrospiro[cyclopenta[b]pyridine-6,4'-piperidin]-5-amine hydrochloride